NC1=CC=CC(=N1)S(=O)(=O)NC(=O)C=1C(=NC(=CC1)C1=CC(=CC(=C1)OCC(C)C)F)OC=1C(=NC=CC1C)C N-[(6-Amino-2-pyridyl)sulfonyl]-2-[(2,4-dimethyl-3-pyridyl)oxy]-6-(3-fluoro-5-isobutoxyphenyl)pyridin-3-carboxamid